3-(1-oxo-6-(piperazin-1-yl)isoindolin-2-yl)piperidine-2,6-dione O=C1N(CC2=CC=C(C=C12)N1CCNCC1)C1C(NC(CC1)=O)=O